(E)-3-(2-(4-indazolyl)-4-morpholino-6-thieno[3,2-d]pyrimidinyl)-1-(4-methanesulfonyl-1-piperazinyl)-2-propen-1-one N1N=CC2=C(C=CC=C12)C=1N=C(C2=C(N1)C=C(S2)/C=C/C(=O)N2CCN(CC2)S(=O)(=O)C)N2CCOCC2